[3-(difluoromethyl)-1-[4-(hydroxymethyl)cyclohexyl]pyrazol-4-yl]-5-(dimethylamino)pyrazolo[1,5-a]pyrimidine-3-carboxamide FC(C1=NN(C=C1C1=NN2C(N=C(C=C2)N(C)C)=C1C(=O)N)C1CCC(CC1)CO)F